BrC1=NN2C(N=C(C=C2N2CCOCC2)N2N=C(C=C2)C=2C=C(C=CC2)C)=N1 4-(2-bromo-5-(3-(m-tolyl)-1H-pyrazol-1-yl)-[1,2,4]triazolo[1,5-a]pyrimidin-7-yl)morpholine